sodium dimethyldodecylammonium propanate C(CC)(=O)[O-].C[NH+](CCCCCCCCCCCC)C.[Na]